BrC1=C2C(=CNC2=CC=C1)C(=O)N[C@@H]1CCO[C@]12O[C@@H]([C@@H]([C@@H]([C@H]2O)N2N=NC(=C2)C2=CC(=C(C(=C2)F)F)F)O)CO 4-bromo-N-((4r,5s,7r,8r,9s,10r)-8,10-dihydroxy-7-(hydroxymethyl)-9-(4-(3,4,5-trifluorophenyl)-1H-1,2,3-triazol-1-yl)-1,6-dioxaspiro[4.5]decan-4-yl)-1H-indole-3-carboxamide